BrC1=C(C=CC(=C1)F)S(=O)(=O)N(C)CC1=CC=C(C=C1)OC 2-bromo-4-fluoro-N-[(4-methoxyphenyl)methyl]-N-methyl-benzenesulfonamide